C(C)SC1=C(C(=CC(=C1)NCC1=CC=C(C=C1)F)C)C(C(=O)N)C(C)(C)C (2-(ethylsulfanyl)-4-((4-fluorobenzyl)amino)-6-methylphenyl)-3,3-dimethylbutyramide